ClC=1C(=C(C#N)C=C(C1)C(C)(C1=CC=C(C=C1)C=1C=C2C=NC(=NC2=CC1)SC)C)OCCOCCOC=1C=C2C(N(C(C2=CC1)=O)C1C(NC(CC1)=O)=O)=O 3-Chloro-2-[2-[2-[2-(2,6-dioxo-3-piperidyl)-1,3-dioxo-isoindolin-5-yl]oxyethoxy]ethoxy]-5-[1-methyl-1-[4-(2-methylsulfanylquinazolin-6-yl)phenyl]ethyl]benzonitrile